ClC1=C(C=CC(=C1NC=1C(=C2C(N(C=NC2=CC1)C)=O)Cl)F)NS(=O)(=O)N1C2CC(C1)C2 N-(2-chloro-3-((5-chloro-3-methyl-4-oxo-3,4-dihydroquinazolin-6-yl)amino)-4-fluorophenyl)-2-azabicyclo[2.1.1]hexane-2-sulfonamide